7-((1H-pyrazolo[3,4-c]pyridin-1-yl)methyl)-7-methyl-1-oxa-3-azaspiro[4.5]decan-2-one N1(N=CC=2C1=CN=CC2)CC2(CC1(CNC(O1)=O)CCC2)C